Methyl 2-amino-3-(7-chloro-1H-indazol-5-yl)propanoate NC(C(=O)OC)CC=1C=C2C=NNC2=C(C1)Cl